C(C)OC(=O)C=1N(N=CC1)CC1CN(C1)C(=O)OC(C)(C)C 2-[(1-tert-Butoxycarbonylazetidin-3-yl)methyl]Pyrazole-3-carboxylic acid ethyl ester